C\C(=C/CC1=C(C=C(C=C1OCCO)CCCCC)O)\CCC=C(C)C (E)-2-(3,7-dimethylocta-2,6-dien-1-yl)-3-(2-hydroxyethoxy)-5-pentylphenol